3-{3-[(3-chloro-4-fluorophenyl)methoxy]-4-(2,2,2-trifluoroethane-sulfonamido)phenyl}-5-[(pyrazin-2-yl)amino]-1-{[2-(trimethylsilyl)ethoxy]methyl}-1H-pyrazole-4-carboxamide ClC=1C=C(C=CC1F)COC=1C=C(C=CC1NS(=O)(=O)CC(F)(F)F)C1=NN(C(=C1C(=O)N)NC1=NC=CN=C1)COCC[Si](C)(C)C